titanium oxide bis(stearate) C(CCCCCCCCCCCCCCCCC)(=O)[O-].C(CCCCCCCCCCCCCCCCC)(=O)[O-].[O-2].[Ti+4]